N-[4-fluoro-5-(2-morpholin-4-ylpyrimidin-5-yl)-2-[rac-(3R,5S)-3,4,5-trimethylpiperazin-1-yl]phenyl]-3-hydroxyquinoline-4-carboxamide FC1=CC(=C(C=C1C=1C=NC(=NC1)N1CCOCC1)NC(=O)C1=C(C=NC2=CC=CC=C12)O)N1C[C@H](N([C@H](C1)C)C)C |r|